FC=1C=C(C=C(C1)F)[C@@H]1CCC2=NN(C(N21)=O)[C@@H]2C[C@H](C2)OC2=NSN=C2 (5S)-5-(3,5-difluorophenyl)-2-{trans-3-[(1,2,5-thiadiazol-3-yl)oxy]cyclobutyl}-2,5,6,7-tetrahydro-3H-pyrrolo[2,1-c][1,2,4]triazol-3-one